(11R)-16-bromo-26-cyclopropyl-5,11-dimethyl-7-oxa-4,5,13,20,22,26-hexaazapentacyclo[22.3.1.0^{2,6}.0^{13,21}.0^{14,19}]octacosa-1(28),2(6),3,14,16,18,20,24-octaene-23,27-dione BrC=1C=C2N3C[C@@H](CCCOC=4N(N=CC4C=4C(N(C=C(C(NC3=NC2=CC1)=O)C4)C4CC4)=O)C)C